(R)-2-(Aminomethyl)pyrrolidine NC[C@@H]1NCCC1